Cl.FC1=C(C=CC(=C1)C1CNCCO1)C=1N=C2SC3=C(N2C1)C=CC(=C3)C(=O)NC3CCOCC3 2-(2-fluoro-4-(morpholin-2-yl)phenyl)-N-(tetrahydro-2H-pyran-4-yl)benzo[d]imidazo[2,1-b]thiazole-7-carboxamide hydrochloride